NC(C)(C)C1CCC(CC1)(N)C 4-(2-aminopropan-2-yl)-1-methylcyclohexan-1-amine